(E)-6-(2-(pyridin-4-yl)vinyl)-N,N-di-m-tolylnaphthalen-2-amine N1=CC=C(C=C1)/C=C/C=1C=C2C=CC(=CC2=CC1)N(C=1C=C(C=CC1)C)C=1C=C(C=CC1)C